ClC1=CNC2=NC=C(C=C21)C(=O)O 3-chloro-1H-pyrrolo[2,3-b]pyridine-5-carboxylic acid